ClC1=NC=C(C(=C1)NC1CCN(CC1)C(=O)OC(C)(C)C)C=O tert-butyl 4-[(2-chloro-5-formyl-4-pyridyl)amino]piperidine-1-carboxylate